ClC1=CC(=CC(=N1)C(=O)NC1CCC(CC1)OCCOC)NCC1=C(C=C(C=C1)OC)OC 6-chloro-4-((2,4-dimethoxybenzyl)amino)-N-((1r,4r)-4-(2-methoxyethoxy)cyclohexyl)pyridinecarboxamide